OCC(NC1(CCC1)C)C1=CC(=C2CNC(C2=C1)=O)C(F)(F)F 6-(2-hydroxy-1-((1-methylcyclobutyl)amino)ethyl)-4-(trifluoromethyl)isoindolin-1-one